ClC=1C=C(C(=NC1)C1=CN=C(N=N1)S(=O)(=O)C)OCOC 6-(5-chloro-3-(methoxymethoxy)pyridin-2-yl)-3-(methylsulfonyl)-1,2,4-triazine